ClC=1C=C(OC2=CC=C(C=C2)C2=CC3=C(C(N(C(O3)=O)CC(=O)O)=O)N=C2)C=C(C1)Cl 2-{7-[4-(3,5-dichlorophenoxy)phenyl]-2,4-dioxo-2H-pyrido[2,3-e][1,3]oxazin-3(4H)-yl}acetic acid